3-(3-bromopropoxy)-7-methoxy-2-(4-fluorophenyl)-4H-chromen-4-one BrCCCOC1=C(OC2=CC(=CC=C2C1=O)OC)C1=CC=C(C=C1)F